NC=1C=C(OC2=C(C(N(C=3N(C(N(C(C32)=O)C3CC3)=O)C3=C(C=C(C=C3)I)F)C)=O)C)C=CC1 5-(3-aminophenoxy)-3-cyclopropyl-1-(2-fluoro-4-iodophenyl)-6,8-dimethylpyrido[2,3-d]pyrimidine-2,4,7-trione